(R)-4-(3-((azepan-4-ylmethyl)amino)-1-(4-(1,1-dioxidothio-morpholino)-2-meth-oxyphenyl)-1H-pyrazol-5-yl)-2-fluoro-benzonitrile 2,2,2-trifluoroacetate FC(C(=O)O)(F)F.N1CC[C@@H](CCC1)CNC1=NN(C(=C1)C1=CC(=C(C#N)C=C1)F)C1=C(C=C(C=C1)N1CCS(CC1)(=O)=O)OC